C(C1=CC=CC=C1)NC=1C(=NC=CC1)N1N=CC(=C1)C(=O)OCC ethyl 1-[3-(benzylamino)pyridin-2-yl]-1H-pyrazole-4-carboxylate